5-bromo-6-methylpyrimidin-4-ol BrC=1C(=NC=NC1C)O